3-[1-methyl-6-[1-(4-piperidinyl)-4-piperidinyl]Indazol-3-yl]Piperidine-2,6-dione hydrochloride Cl.CN1N=C(C2=CC=C(C=C12)C1CCN(CC1)C1CCNCC1)C1C(NC(CC1)=O)=O